6-(benzyloxy)-4-(6-(6-(6-methoxy-nicotinoyl)-3,6-diazabicyclo[3.1.1]heptan-3-yl)pyridin-3-yl)pyrazolo[1,5-a]pyridine-3-carbonitrile C(C1=CC=CC=C1)OC=1C=C(C=2N(C1)N=CC2C#N)C=2C=NC(=CC2)N2CC1N(C(C2)C1)C(C1=CN=C(C=C1)OC)=O